di-(tert-butyl)(3,5-diisopropylphenyl)phosphonium tetramesitylborate C1(=C(C(=CC(=C1)C)C)[B-](C1=C(C=C(C=C1C)C)C)(C1=C(C=C(C=C1C)C)C)C1=C(C=C(C=C1C)C)C)C.C(C)(C)(C)[PH+](C1=CC(=CC(=C1)C(C)C)C(C)C)C(C)(C)C